4-(aminooxy)piperidine NOC1CCNCC1